(4-(5-(3-chlorophenyl)-2-imino-1,3,4-oxadiazol-3(2H)-yl)-3-fluorophenyl)boronic acid ClC=1C=C(C=CC1)C1=NN(C(O1)=N)C1=C(C=C(C=C1)B(O)O)F